4,4-dimethyl-1-phenylhexan-1-one CC(CCC(=O)C1=CC=CC=C1)(CC)C